ClC1=NC=C(C=N1)C1=C(C=C(C=C1)C(F)(F)F)[N+](=O)[O-] chloro-5-(4-trifluoromethyl-2-nitrophenyl)pyrimidine